ClC1=C(C#N)C=CC(=C1)N1CC2(CC1)CCN(CC2)C2=CC=C(C=C2)C(=O)N2CCN(CC2)CC2CCNCC2 2-chloro-4-(8-(4-(4-(piperidin-4-ylmethyl)piperazine-1-carbonyl)phenyl)-2,8-diazaspiro[4.5]decan-2-yl)benzonitrile